3,5-dihydroxystilbene OC=1C=C(C=C(C1)O)C=CC1=CC=CC=C1